3-((2R)-2-(2-(trans-4-aminocyclohexyl)acetamido)-2-(2,9,9-trimethyl-3,5-dioxa-4-bora-tricyclo[6.1.1.02,6]dec-4-yl)ethyl)-2-methoxybenzoic acid N[C@@H]1CC[C@H](CC1)CC(=O)N[C@@H](CC=1C(=C(C(=O)O)C=CC1)OC)B1OC2(C3C(C(CC2O1)C3)(C)C)C